chloroaniline [isopropyl N-(3-chlorophenyl) carbamate] C(C)(C)N(C(O)=O)C1=CC(=CC=C1)Cl.ClNC1=CC=CC=C1